2-(2-methoxy-4-(4,4,5,5-tetramethyl-1,3,2-dioxaborolan-2-yl)benzyl)-2,6-diazaspiro[3.4]octan-7-one COC1=C(CN2CC3(C2)CNC(C3)=O)C=CC(=C1)B1OC(C(O1)(C)C)(C)C